N-(3-methylbenzyl)pyridine-2-amine CC=1C=C(CNC2=NC=CC=C2)C=CC1